C(C)(C)(C)OC(=O)N1CCN(CC1)C=1C=NC(=CC1)C(NCCOC1CC1)=O 4-(6-((2-(Cyclopropyloxy)ethyl)carbamoyl)pyridin-3-yl)piperazine-1-carboxylic acid tert-butyl ester